2,4-dichloro-5,6,8-trifluoroquinazoline ClC1=NC2=C(C=C(C(=C2C(=N1)Cl)F)F)F